zinc bromide salt hydrate O.[Br-].[Zn+2].[Br-]